C(C)(=O)N1C2=CC=CC=C2SC=2C=CC=CC12 10-acetylphenothiazine